C(C)(=O)C1=NN(C2=CN=C(C=C21)C=2C=NC(=NC2)C)CC(=O)N2[C@@H]1C[C@@]1(C[C@H]2C(=O)NC2=NC(=CC(=C2)C)Br)C (1R,3S,5R)-2-(2-(3-acetyl-5-(2-methylpyrimidin-5-yl)-1H-pyrazolo[3,4-c]pyridin-1-yl)acetyl)-N-(6-bromo-4-methylpyridin-2-yl)-5-methyl-2-azabicyclo[3.1.0]hexane-3-carboxamide